1-(3-(morpholinosulfonyl)benzyl)piperidin O1CCN(CC1)S(=O)(=O)C=1C=C(CN2CCCCC2)C=CC1